CC(C)(OCC1C2C=CC(C1)C2)OCC2C1C=CC(C2)C1 5,5'-((propane-2,2-diylbis(oxy))bis(methylene))bis(bicyclo[2.2.1]hept-2-ene)